sec-octanal C(C)(CCCCCC)=O